2-[2-[2-[2-[[2-[4-[6-(dimethylamino)pyridin-3-yl]-phenyl]-1,3-benzothiazol-6-yl]-[(2-methylpropan-2-yl)oxycarbonyl]amino]ethoxy]ethoxy]-ethoxy]ethyl 4-methylbenzenesulfonate CC1=CC=C(C=C1)S(=O)(=O)OCCOCCOCCOCCN(C(=O)OC(C)(C)C)C1=CC2=C(N=C(S2)C2=CC=C(C=C2)C=2C=NC(=CC2)N(C)C)C=C1